3-([1,1'-biphenyl]-2-yl)-1-(4-methylpiperazin-1-yl)prop-2-yn-1-one diethyl-(5-phenyl-1H-indole-2-carbonyl)glycyl-L-alanyl-D-glutamate C(C)C(NC(=O)C=1NC2=CC=C(C=C2C1)C1=CC=CC=C1)(C(=O)N[C@@H](C)C(=O)N[C@H](CCC(=O)O)C(=O)O)CC.C1(=C(C=CC=C1)C#CC(=O)N1CCN(CC1)C)C1=CC=CC=C1